C1(CC1)[C@H](C)N1C(C2=C(C=C(C=C2C1)B1OC(C(O1)(C)C)(C)C)C)=O (S)-2-(1-cyclopropylethyl)-7-methyl-5-(4,4,5,5-tetramethyl-1,3,2-dioxaborolan-2-yl)isoindolin-1-one